NC1CC(CC1F)C(=O)O 3-Amino-4-fluorocyclopentane-1-carboxylic Acid